FC1(CCN(CC1)C1=NC(=CC(=N1)CC)C=1C=NN(C1)C1=C(C=C(C=C1)[N+](=O)[O-])F)F 2-(4,4-Difluoropiperidin-1-yl)-4-ethyl-6-(1-(2-fluoro-4-nitrophenyl)-1H-pyrazol-4-yl)pyrimidine